The molecule is an acyl-CoA oxoanion arising from deprotonation of the phosphate, diphosphate and sulfonate OH groups of sulfoacetyl-CoA; major species at pH 7.3. It is a conjugate base of a sulfoacetyl-CoA. CC(C)(COP(=O)([O-])OP(=O)([O-])OC[C@@H]1[C@H]([C@H]([C@@H](O1)N2C=NC3=C(N=CN=C32)N)O)OP(=O)([O-])[O-])[C@H](C(=O)NCCC(=O)NCCSC(=O)CS(=O)(=O)[O-])O